N1(CCNCCC1)C1=C2N=CNC2=NC(=N1)NC1=CC=C(C=C1)F 6-(1,4-diazacycloheptan-1-yl)-N-(4-fluorophenyl)-9H-purin-2-amine